8'-bromo-2'-(4-methoxybenzyl)-7'-(pyrimidin-4-yl)-4'H-spiro[cyclobutane-1,3'-pyrrolo[1,2-a]pyrazin]-1'(2'H)-one BrC=1C(=CN2C1C(N(C1(C2)CCC1)CC1=CC=C(C=C1)OC)=O)C1=NC=NC=C1